Ethyl-diphenyl-sulfonium C(C)[S+](C1=CC=CC=C1)C1=CC=CC=C1